C(C1=CC=C(C(=O)O)C=C1)(=O)O.CC(CO)CCCO 2-methyl-1,5-pentanediol terephthalate